C(C)(=O)N1CCC2(N=C(C(=N2)/C=C/C(=O)NC=2C=NC3=CC=CC=C3C2)C2=CC=C(C=C2)C)CC1 (E)-3-(8-acetyl-3-(p-tolyl)-1,4,8-triazaspiro[4.5]decan-1,3-dien-2-yl)-N-(quinolin-3-yl)acrylamide